3-methylbenzothiophene-2-carboxylic acid ethyl ester C(C)OC(=O)C=1SC2=C(C1C)C=CC=C2